N-(2-((2S,3R)-1-ethyl-2-methylpiperidin-3-yl)-5-fluorothieno[2,3-b]pyridin-4-yl)benzo[d]thiazol-5-amine C(C)N1[C@H]([C@@H](CCC1)C1=CC=2C(=NC=C(C2NC=2C=CC3=C(N=CS3)C2)F)S1)C